FC1(CCN(CC1)C(=O)C=1C=C2C=CC=C(C2=CC1)C=1C=NC(=NC1)C(=O)O)F 5-(6-(4,4-difluoropiperidine-1-carbonyl)naphthalen-1-yl)pyrimidine-2-carboxylic acid